1-(4-nitro-2-pyridinyl)-8-chloro-6-fluoro-1,4-dihydro-7-piperazinyl-4-oxo-3-quinolinecarboxylic acid [N+](=O)([O-])C1=CC(=NC=C1)N1C=C(C(C2=CC(=C(C(=C12)Cl)N1CCNCC1)F)=O)C(=O)O